9-(3'-chloro-[1,1'-biphenyl]-3-yl)-9H-carbazole ClC=1C=C(C=CC1)C1=CC(=CC=C1)N1C2=CC=CC=C2C=2C=CC=CC12